5-(2-(4-((3-(oxazol-4-ylmethyl)-5-(trifluoromethoxy)benzyl)amino)butoxy)ethoxy)benzo[c][2,6]naphthyridine-8-carboxamide O1C=NC(=C1)CC=1C=C(CNCCCCOCCOC2=NC3=C(C4=CN=CC=C24)C=CC(=C3)C(=O)N)C=C(C1)OC(F)(F)F